3-[7-bromo-2-[[1-[(dimethylamino)methyl]cyclopropyl]methoxy]-6,8-difluoro-quinazolin-4-yl]-3,8-diazabicyclo[3.2.1]octane-8-carboxylic acid tert-butyl ester C(C)(C)(C)OC(=O)N1C2CN(CC1CC2)C2=NC(=NC1=C(C(=C(C=C21)F)Br)F)OCC2(CC2)CN(C)C